C(C)OC1=CC=C(C2=CC=CC=C12)OCC 1,4-Diethoxynaphthalin